3-amino-N-(amino(((1-phenethylpiperidin-4-yl)methyl)amino)methylene)-6-chloro-5-((4-iodobenzyl)amino)pyrazine-2-carboxamide NC=1C(=NC(=C(N1)NCC1=CC=C(C=C1)I)Cl)C(=O)N=C(NCC1CCN(CC1)CCC1=CC=CC=C1)N